ClC=1C=C(OCC(=O)OCC)C=C(C1CC1=C(C(=C(C=C1)O)C(CC)C1=CC=C(C=C1)F)F)Cl ethyl 2-(3,5-dichloro-4-(2-fluoro-3-(1-(4-fluorophenyl)propyl)-4-hydroxybenzyl)phenoxy)acetate